NC=1C(=C(C=C2C=C(N=CC12)NC1=NN2CC(N(CCC2=C1)C)=O)C=1C(=C2C(=NC1)C(N(N2)C)=O)C)F 2-((8-amino-6-(2,7-dimethyl-3-oxo-2,3-dihydro-1H-pyrazolo[4,3-b]pyridin-6-yl)-7-fluoroisoquinolin-3-yl)amino)-6-methyl-5,6-dihydro-4H-pyrazolo[1,5-d][1,4]diazepin-7(8H)-one